6-(hydrazino)pyridine-2-carboxamide N(N)C1=CC=CC(=N1)C(=O)N